Cl.N[C@@]1([C@H](C1)C1=CC=CC=C1)C(=O)NC1=CC=C(C=C1)SCC1=CC=CC=C1 (1S,2R)-1-amino-N-(4-(benzylthio)phenyl)-2-phenylcyclopropanecarboxamide, hydrochloride